5-fluoro-4-(3-isopropyl-2-methyl-2H-indazol-5-yl)-N-(5-(piperazin-1-ylmethyl)pyridin-2-yl)pyrimidin-2-amine FC=1C(=NC(=NC1)NC1=NC=C(C=C1)CN1CCNCC1)C1=CC2=C(N(N=C2C=C1)C)C(C)C